FC(C1=CC2=C(SC(=C2)C(N[C@H]2CCCC[C@@H]3N(C2=O)[C@@H](CC3)C(N[C@@H](CO)CC=3C=NC=CC3)=O)=O)C=C1)(F)P(O)(O)=O (difluoro(2-(((3S,6S,10aS)-3-(((R)-1-hydroxy-3-(pyridin-3-yl)propan-2-yl)carbamoyl)-5-oxodecahydropyrrolo[1,2-a]azocin-6-yl)carbamoyl)benzo[b]thiophen-5-yl)methyl)phosphonic acid